CN1CC(N2C1=C(C(=CC2=O)CC2=CC=CC1=CC=CC=C21)C2=CC(=CC=C2)C(F)(F)F)C(=O)OC methyl 1-methyl-7-(naphthalen-1-ylmethyl)-5-oxo-8-(3-(trifluoromethyl)phenyl)-1,2,3,5-tetrahydroimidazo[1,2-a]pyridine-3-carboxylate